N1CC(C1)C=1C=CC(=NC1)C1(CC1)C(F)(F)F 5-(Azetidin-3-yl)-2-[1-(trifluoro-methyl)cyclopropyl]pyridine